[N+](=O)([O-])C=1C=C2CC(CC2=CC1)C(=O)O 5-Nitroindane-2-carboxylic acid